(dimethylchlorosilyl)methyl-7,7-dimethylnorbornane C[Si](Cl)(C)CC12CCC(CC1)C2(C)C